The molecule is a 1,2-diacyl-sn-glycero-3-phospho-(1'-sn-glycerol)(1-) in which the 1- and 2-acyl groups are specified as hexadecanoyl (palmitoyl) and 9Z-octadecenoyl (oleoyl) respectively; major species at pH 7.3. It is a conjugate base of a 1-hexadecanoyl-2-[(9Z)-octadec-9-enoyl]-sn-glycero-3-phospho-(1'-sn-glycerol). CCCCCCCCCCCCCCCC(=O)OC[C@H](COP(=O)([O-])OC[C@H](CO)O)OC(=O)CCCCCCC/C=C\\CCCCCCCC